O=C1N(CCC(N1)=O)C1=CC(=C(CNC=2C=CC=C3CN(C(C23)=O)C(C(=O)NC=2SC=CN2)C2=C(C=CC(=C2)F)O)C=C1)F 2-(7-((4-(2,4-dioxotetrahydropyrimidin-1(2H)-yl)-2-fluorobenzyl)amino)-1-oxoisoindolin-2-yl)-2-(5-fluoro-2-hydroxyphenyl)-N-(thiazol-2-yl)acetamide